(2S,5'S)-N-((S)-1-(2-chloro-4-fluorophenyl)ethyl)-5'-fluoro-6',7'-dihydro-5'H-spiro[oxirane-2,8'-quinoline]-5'-carboxamide ClC1=C(C=CC(=C1)F)[C@H](C)NC(=O)[C@]1(C=2C=CC=NC2[C@]2(CC1)OC2)F